ClC1=C(C(=O)NCC(C2=C(N=CS2)C(F)F)N2CCC(CC2)OC2=NC=CC(=N2)Cl)C(=CC=C1)F 2-Chloro-N-(2-{4-[(4-chloropyrimidin-2-yl)oxy]piperidin-1-yl}-2-[4-(difluoromethyl)-1,3-thiazol-5-yl]ethyl)-6-fluorobenzamid